C(C)N(C(=O)Cl)CC diethyl-carbamoylchloride